ClC1=C(C=CC=C1)NC(=O)C1=CC=C(C=C1)NC1=NC(=NC=C1F)NC1=CC=C(C=C1)NC(=O)C1CCN(CC1)CCN1CCN(CC1)C1=CC=C(C=C1)C1C(NC(CC1)=O)=O N-(4-((4-((4-((2-chlorophenyl)carbamoyl)phenyl)amino)-5-fluoropyrimidin-2-yl)amino)phenyl)-1-(2-(4-(4-(2,6-dioxopiperidin-3-yl)phenyl)piperazin-1-yl)ethyl)piperidine-4-carboxamide